(1R,2R)-1-(4-methylphenyl)-2-(pyridin-2-ylmethyl)cyclohexanol CC1=CC=C(C=C1)[C@@]1([C@H](CCCC1)CC1=NC=CC=C1)O